2-((di-p-tolyl)methyl)benzofuran C1(=CC=C(C=C1)C(C=1OC2=C(C1)C=CC=C2)C2=CC=C(C=C2)C)C